ClC=1C=C(CO[C@@H]2C[C@H](C2)C(=O)NCC2=C(C(=C(C=C2)C(F)(F)F)C=2NC(C=C(N2)C(F)(F)F)=O)F)C=CC1 trans-3-[(3-chlorobenzyl)oxy]-N-{2-fluoro-3-[6-oxo-4-(trifluoromethyl)-1,6-dihydropyrimidin-2-yl]-4-(Trifluoromethyl)benzyl}cyclobutane-1-carboxamide